C[C@H]1O[C@H](CC(C1)OC1=C(C=CC=C1F)CNC(=O)C=1C(=NC(=C(C1)C=1C=CC=2N(N1)C=C(N2)NC(C)=O)C)OC[2H])C N-[(2-{[(2R,6S)-2,6-dimethyloxan-4-yl]oxy}-3-fluorophenyl)methyl]-5-{2-acetamidoimidazo[1,2-b]pyridazin-6-yl}-2-(deutero)methoxy-6-methylpyridine-3-carboxamide